C1(CCCC1)NC1=NC(=NC=C1C(C)=O)SC 1-(4-(cyclopentylamino)-2-(methylthio)pyrimidin-5-yl)ethanone